OC=1C=C(C=CC1OC)/C=C/C(=O)C1=CC=C(C=C1)N1CCCCC1 (E)-3-(3-Hydroxy-4-methoxyphenyl)-1-(4-piperidin-1-ylphenyl)prop-2-en-1-one